3-amino-5-bromobenzo[b]thiophene-2-carboxylic acid methyl ester COC(=O)C1=C(C2=C(S1)C=CC(=C2)Br)N